(R)-N-(benzo[d]thiazol-5-ylmethyl)-3-methylbutan-2-amine S1C=NC2=C1C=CC(=C2)CN[C@H](C)C(C)C